4-((R)-2-fluoropropoxy)benzamide F[C@@H](COC1=CC=C(C(=O)N)C=C1)C